4-((5-amino-1-(4-(hydroxymethyl)thiazol-2-yl)-3-phenyl-1H-pyrazol-4-yl)methyl)benzenesulfonamide NC1=C(C(=NN1C=1SC=C(N1)CO)C1=CC=CC=C1)CC1=CC=C(C=C1)S(=O)(=O)N